[Si](C)(C)(C(C)(C)C)O[C@H]1[C@H](N([C@@H](C1)COS(=O)(=O)C)C(=O)OC(C)(C)C)C tert-Butyl (2R,3R,5S)-3-[(tert-butyldimethylsilyl)oxy]-5-[(methanesulfonyloxy)methyl]-2-methylpyrrolidine-1-carboxylate